ClC=1C=NC(=NC1Cl)C 5,6-dichloro-2-methylpyrimidine